CN(C(C=C)=O)CCOC=1C=C2C(=NC=NC2=CC1)NC1=CC(=C(C=C1)OC1=CC2=C(N(C=N2)C)C=C1)C N-Methyl-N-(2-((4-((3-methyl-4-((1-methyl-1H-benzo[d]imidazol-5-yl)oxy)phenyl)amino)quinazolin-6-yl)oxy)ethyl)acrylamide